5'-methyl-3-(oxiran-2-yl)-4-pentyl-2'-(prop-1-en-2-yl)-1',2',3',4'-tetrahydro-[1,1'-biphenyl] CC=1CCC(C(C1)C1=CC(=C(C=C1)CCCCC)C1OC1)C(=C)C